1-cyclopropyl-1,4-diazepane C1(CC1)N1CCNCCC1